1-(4-cyanophenyl)-3-(dibenzo[b,d]thiophen-3-yl)urea C(#N)C1=CC=C(C=C1)NC(=O)NC=1C=CC2=C(SC3=C2C=CC=C3)C1